C(CC)(=O)O.C(CC)(=O)O.NC([C@@H](C(=O)NO)NC(C1=CC=C(C=C1)C#CC1=CC=C(C=C1)CNCCOC)=O)(C)C (S)-N-(3-amino-1-(hydroxyamino)-3-methyl-1-oxobutan-2-yl)-4-((4-(((2-methoxyethyl)amino)methyl)phenyl)ethynyl)benzamide bispropionate salt